(S)-(3R,4R)-(3R,4R)-4-(4-(6-chloro-2-((1-(2,2-difluorocyclopropyl)-5-methyl-1H-pyrazol-4-yl)amino)quinazolin-7-yl)-3-fluoropiperidin-1-yl)tetrahydrofuran ClC=1C=C2C=NC(=NC2=CC1[C@@H]1[C@H](CN(CC1)[C@@H]1CCOC1)F)NC=1C=NN(C1C)[C@@H]1C(C1)(F)F